[N+](=O)(O)[O-].[N+](=O)(O)[O-].N(=NNC(=N)NC(=N)N)NC(=N)NC(=N)N azobiguanide dinitrate